C=CC=CCCCCCCCC(CCCCCC)OC(C=C)=O 12-octadecadienylacrylate